C(C)(C)(C)C1=C(C=C(C(=C1)C(C)(C)C)O)O 4,6-di(tert-butyl)benzene-1,3-diol